(2S,5R)-2-(3-fluoro-4-(4,4,5,5-tetramethyl-1,3,2-dioxaborolan-2-yl)benzyl)-5-isopropyl-3,6-dimethoxy-2,5-dihydropyrazine FC=1C=C(C[C@@H]2N=C([C@H](N=C2OC)C(C)C)OC)C=CC1B1OC(C(O1)(C)C)(C)C